dihydro-3-hydroxy-4,4-dimethyl-2(3H)furanone OC1C(OCC1(C)C)=O